FC([C@H]1N(C(OC1)=C=O)C=1N=C2N(CCOC3=C2C=CC(=C3)N[C@H](C(=O)N)[C@@H](C)OC)C1)F (2S,3r)-2-((2-((S)-4-(difluoromethyl)-2-carbonyloxazolidin-3-yl)-5,6-dihydrobenzo[f]imidazo[1,2-d][1,4]oxazepin-9-yl)amino)-3-methoxybutyramide